C1(CC1)NC(=O)N1C[C@@H](CCC1)N(C(NCC1=C(C=C(C(=C1)C)Cl)F)=O)C1CC1 (3R)-N-cyclopropyl-3-(3-cyclopropyl{[(4-chloro-2-fluoro-5-methylphenyl)methyl]carbamoyl}amino)piperidine-1-carboxamide